FC(S(=O)(=O)OC=1C(OCC1C#N)(C)C)(F)F 4-cyano-2,2-dimethyl-2,5-dihydrofuran-3-yl trifluoromethanesulfonate